C1(=CC=CC=C1)C1(C2=CC=CC=C2C=2C=CC=C(C12)Br)O 9-phenyl-9-hydroxyl-bromofluorene